CN1C(N(C2=C1C(=CC=C2)CN2CCC(CC2)CC2CCNCC2)C2C(NC(CC2)=O)=O)=O 3-[3-Methyl-2-oxo-4-[[4-(4-piperidylmethyl)-1-piperidyl]methyl]benzimidazol-1-yl]piperidine-2,6-dion